Cl.Cl.C[C@@H]1N(CCNC1)C=O ((S)-2-methylpiperazin-1-yl)methanone, dihydrochloride